5-(7-methylspiro[2H-benzofuran-3,1'-cyclopropane]-4-yl)oxypyrazin-2-amine CC1=CC=C(C2=C1OCC21CC1)OC=1N=CC(=NC1)N